ClC=1C=C(C(=NC1)OC)S(=O)(=O)NC=1C(=C(C(=CC1)F)C=1N=CC=2N(C1)C=NC2C(=O)NCC2CC2)F 6-[3-(5-chloro-2-methoxypyridine-3-sulfonamido)-2,6-difluorophenyl]-N-(cyclopropylmethyl)imidazo[1,5-a]pyrazine-1-carboxamide